ClC1=CC(=NC=N1)N1CC(CC1)C(C)(C)O 2-(1-(6-Chloropyrimidin-4-yl)pyrrolidin-3-yl)propan-2-ol